7-amino-5-((2-(1-(3-((tert-butyldiphenylsilyl)oxy)propyl)-2-oxo-1,2-dihydropyridin-3-yl)ethyl)amino)-2,3-dimethylpyrazolo[1,5-a]pyrimidine-6-carbonitrile NC1=C(C(=NC=2N1N=C(C2C)C)NCCC=2C(N(C=CC2)CCCO[Si](C2=CC=CC=C2)(C2=CC=CC=C2)C(C)(C)C)=O)C#N